C1(CC1)C1=CC=2[C@@](C3=C(NC2N=C1)CC(CC3=O)(C)C)(C3=CC=CC=C3)C (5S)-3-cyclopropyl-5,8,8-trimethyl-5-phenyl-9,10-dihydro-7H-benzo[b][1,8]naphthyridin-6-one